CC(C/C=C/C(=O)O)C (E)-5-METHYL-HEX-2-ENOIC ACID